C(C(=O)[O-])(=O)OCC1=CC2=CC=C(C=C2C=C1)OC(C(C)(C)C)=O ((6-(pivaloyloxy) naphthalen-2-yl) methyl) oxalate